C(C1=CC=CC=C1)OC(CC=1C=C(C=CC1)C(C(=O)O)(CCCC(CS(=O)(=O)CCO)(C)C)C)C(=O)OCC 2-(3-(2-(benzyloxy)-3-ethoxy-3-oxopropyl)phenyl)-7-((2-hydroxyethyl)sulfonyl)-2,6,6-trimethylheptanoic acid